ClC=1C(N(C(=CC1[C@@H]1[C@H](C1)C=1C=NC=C(C1)F)C)C1=C(C(=NC=C1C)C1=NC(=NC=C1)C(C)C)F)=O 2-(4-(3-chloro-3'-fluoro-4-((1S,2S)-2-(5-fluoropyridin-3-yl)cyclopropyl)-5',6-dimethyl-2-oxo-2H-[1,4'-bipyridin]-2'-yl)pyrimidin-2-yl)propan